2-chloro-9,9-dimethyl-3-(9-phenyl-9H-carbazol-4-yl)-9H-indeno[1,2-b]Pyrazine ClC=1N=C2C(=NC1C1=CC=CC=3N(C4=CC=CC=C4C13)C1=CC=CC=C1)C=1C=CC=CC1C2(C)C